N1=CC(=C2N1C=CC=N2)C(=O)N Pyrazolo[1,5-a]-pyrimidine-3-carboxamide